C(CC)(=O)OCC(C)C 2-Methylpropyl propionate